2-(3-phenoxyprop-1-yn-1-yl)-1H-indene O(C1=CC=CC=C1)CC#CC=1CC2=CC=CC=C2C1